1-(4-amino-3-(isoindolin-2-yl)phenyl)-1H-tetrazol-5(4H)-one NC1=C(C=C(C=C1)N1N=NNC1=O)N1CC2=CC=CC=C2C1